(E)-3-[4-[(E)-3-[4-(Chloromethyl)phenyl]-3-oxoprop-1-enyl]phenyl]-N-(oxan-2-ylperoxy)prop-2-enamide ClCC1=CC=C(C=C1)C(/C=C/C1=CC=C(C=C1)/C=C/C(=O)NOOC1OCCCC1)=O